3-(3,5-dibromo-4-(2-hydroxyethoxy)benzylidene)-5-nitroindolin-2-one BrC=1C=C(C=C2C(NC3=CC=C(C=C23)[N+](=O)[O-])=O)C=C(C1OCCO)Br